7-chloro-8-fluoro-2,4-dimethoxypyrido[4,3-d]pyrimidine ClC1=C(C=2N=C(N=C(C2C=N1)OC)OC)F